diethyl ((3-bromo-6-methoxypyridine-2-yl) methyl) phosphate P(=O)(OCC)(OCC)OCC1=NC(=CC=C1Br)OC